1-amino-4-[4-aminophenylamino]-9,10-dioxo-9,10-dihydroanthracene-2-sulfonate NC1=C(C=C(C=2C(C3=CC=CC=C3C(C12)=O)=O)NC1=CC=C(C=C1)N)S(=O)(=O)[O-]